O1C(=NC2=C1C=CC=C2)[C@](C)(O)C2=CSC=C2 (R)-1-(2-benzoxazolyl)-1-(3-thienyl)-1-ethanol